[Cu].Cl.NCC(CCC(=O)O)=O 5-Aminolevulinic acid hydrochloride copper